3-((1H-indol-1-yl)methyl)-2,9-dimethyl-4H,6H-thieno[2,3-e][1,2,4]triazolo[3,4-c][1,4]oxazepine N1(C=CC2=CC=CC=C12)CC1=C(SC=2N3C(COCC21)=NN=C3C)C